(S)-N-(4-(3-Aminopiperidin-1-yl)-5-(1-(2,2,2-trifluoroethyl)-1H-pyrazol-4-yl)pyridin-2-yl)-3-(3-(difluoromethyl)azetidin-1-yl)-1-isopropyl-1H-pyrazolo[3,4-b]pyridin-6-amine N[C@@H]1CN(CCC1)C1=CC(=NC=C1C=1C=NN(C1)CC(F)(F)F)NC1=CC=C2C(=N1)N(N=C2N2CC(C2)C(F)F)C(C)C